The molecule is an azabicycloalkane alkaloid that is 9-azabicyclo[3.3.1]nonane substituted by a methyl group at position 9 and an oxo group at position 3. It is found in pomegranate trees. It has a role as a plant metabolite. It is an alkaloid, a cyclic ketone, a tertiary amino compound and an azabicycloalkane. CN1[C@@H]2CCC[C@H]1CC(=O)C2